trans-(R)-3-((5-chloro-1H-indol-2-yl)methyl)-1-(1-(3-hydroxycyclobutane-1-carbonyl)piperidin-3-yl)-1-methylurea ClC=1C=C2C=C(NC2=CC1)CNC(N(C)[C@H]1CN(CCC1)C(=O)[C@@H]1C[C@H](C1)O)=O